ethyl 2-((2-phenylpropan-2-yl)thio)acetate C1(=CC=CC=C1)C(C)(C)SCC(=O)OCC